1-O-acetyl-2,3,5-tri-O-benzoyl-beta-D-ribose C(C)(=O)O[C@H]1[C@H](OC(C2=CC=CC=C2)=O)[C@H](OC(C2=CC=CC=C2)=O)[C@H](O1)COC(C1=CC=CC=C1)=O